CN1C(C(=C(C=C1)[O-])NC(N[C@@H](CC(=O)[O-])C=1C=C(C(=CC1)C)C1=C(C=CC=C1C)C)=O)=O.[Na+].[Na+] sodium (S)-3-(3-(1-methyl-4-oxido-2-oxo-1,2-dihydropyridin-3-yl)ureido)-3-(2',6,6'-trimethyl biphenyl-3-yl)propanoate